C1(=CC=CC2=CC=CC=C12)C1=NN(C=C1\C=C/C(=O)O)C1=CC=CC=C1 (Z)-3-(3-(naphthalen-1-yl)-1-phenyl-1H-pyrazol-4-yl)acrylic acid